C1(=CC=CC2=CC=CC=C12)OCC(COC1=CC=CC2=CC=CC=C12)O 1,3-bis-(1-naphthyloxy)propan-2-ol